FC1=CC=C(C=C1)C1NC(OC1)=O 4-(4'-Fluorophenyl)oxazolidin-2-one